N-ethyl-N-methyl-N'-{2-methyl-5-(trifluoromethyl)-4-[3-(trimethylsilyl)propoxy]phenyl}formamidine C(C)N(C=NC1=C(C=C(C(=C1)C(F)(F)F)OCCC[Si](C)(C)C)C)C